CN1C2N(OC(O1)C1=CC=CC=C1)CCS2 2,3-dihydro-8-methyl-5,7-dioxa-6-phenyl-5H-thiazolo[3,2-a]pyrimidine